NC[C@@]1(OC2=C(C1)C(=C(C(=C2)F)Cl)C2=C(C(=O)N)C=CC(=C2)SC(CO)(F)F)C2=CC=CC=C2 2-((2s,4r)-2-(aminomethyl)-5-chloro-6-fluoro-2-phenyl-2,3-dihydrobenzofuran-4-yl)-4-((1,1-difluoro-2-hydroxyethyl)thio)benzamide